[Br-].COC(C(C[Zn+])(C)C)=O (3-methoxy-2,2-dimethyl-3-oxopropyl)zinc (II) bromide